N1N=NC(=C1)C(=O)[O-].[Cd+2].N1N=NC(=C1)C(=O)[O-] cadmium 1,2,3-triazolate